4-(Boc-amino)benzaldehyde C(=O)(OC(C)(C)C)NC1=CC=C(C=O)C=C1